FC1([C@]2(C/C(/[C@H]([C@@](C1)(N2)C)OC)=C/C=2N=CC(=NC2)C2=C(C=C(C=C2)N2C=NC=C2)O)C)F 2-(5-((Z)-((1R,2R,5R)-6,6-difluoro-2-methoxy-1,5-dimethyl-8-azabicyclo[3.2.1]octan-3-ylidene)methyl)pyrazin-2-yl)-5-(1H-imidazol-1-yl)phenol